CC(C)(C)[S@@](=O)\N=C\C1CC2(CN(C2)C(=O)OC(C)(C)C)C1 tert-butyl 6-[(E)-{[(R)-2-methylpropan-2-sulfinyl] imino} methyl]-2-azaspiro[3.3]heptane-2-carboxylate